CN1N=C(C=2N=C(N=C(C21)NC(=O)C=2SC(=CC2)[N+](=O)[O-])C2=CC(=CC=C2)OC(F)(F)F)C N-(1,3-dimethyl-5-(3-(trifluoromethoxy)phenyl)-1H-pyrazolo[4,3-d]pyrimidin-7-yl)-5-nitrothiophene-2-carboxamide